1,6-dioxaspiro[4.5]decane-8,10-diyl diacetate C(C)(=O)OC1COC2(CCCO2)C(C1)OC(C)=O